C(#C)C=1C(=CC=C2C=CC=C(C12)C1=NC=C2C(=C(C=NC2=C1F)OC)N1[C@@H]2CCN([C@@H]2C1)C(C=C)=O)F 1-((1R,5R)-6-(7-(8-ethynyl-7-fluoronaphthalen-1-yl)-8-fluoro-3-methoxy-1,6-naphthyridin-4-yl)-2,6-diazabicyclo[3.2.0]heptan-2-yl)prop-2-en-1-one